BrC=1C=C(C=CC1F)N1C(=NOC1=O)C1=NON=C1NCCCS(=O)(=O)C 4-(3-bromo-4-fluorophenyl)-3-(4-((3-(methylsulfonyl)propyl)amino)-1,2,5-oxadiazol-3-yl)-1,2,4-oxadiazol-5(4H)-one